COC=1C=C(C=NC1OC)C=1C=C2C(=NC=NC2=C(C1)C1=CC=C(C(=O)N(C)C)C=C1)C 4-(6-(5,6-Dimethoxypyridin-3-yl)-4-methylquinazolin-8-yl)-N,N-dimethylbenzamide